C(C)O[Si](CCCN)(OCC)OCC 3-(Triethoxysilyl)propylamine